2-((R)-1-acryloyl-4-((S)-6-chloro-2-(3-(dimethylamino)azetidin-1-yl)-8-fluoro-7-(5-methyl-1H-indazol-4-yl)quinazolin-4-yl)piperazin-2-yl)acetonitrile C(C=C)(=O)N1[C@@H](CN(CC1)C1=NC(=NC2=C(C(=C(C=C12)Cl)C1=C2C=NNC2=CC=C1C)F)N1CC(C1)N(C)C)CC#N